4-Bromo-1,1'-biphenyl BrC1=CC=C(C=C1)C1=CC=CC=C1